tert-butyl (2-((4-((4-((1-acetylindolin-7-yl)amino)-5-chloropyrimidin-2-yl)amino)-2-acrylamido-5-methoxyphenyl)(methyl)amino) ethyl)(methyl)carbamate C(C)(=O)N1CCC2=CC=CC(=C12)NC1=NC(=NC=C1Cl)NC1=CC(=C(C=C1OC)N(CCN(C(OC(C)(C)C)=O)C)C)NC(C=C)=O